4-[6-(2,5-dimethyl-pyrrol-1-yl)-4-methoxy-pyridin-3-yl]Piperazine-1-carboxylic acid tert-butyl ester C(C)(C)(C)OC(=O)N1CCN(CC1)C=1C=NC(=CC1OC)N1C(=CC=C1C)C